ClC1=C(C=CC(=N1)C(=O)NC)N1CCN(CC1)CC=1C=C2NC(C(=NC2=C(C1)F)C)=O 6-chloro-5-(4-((8-fluoro-2-methyl-3-oxo-3,4-dihydroquinoxalin-6-yl)methyl)piperazin-1-yl)-N-methylpicolinamide